4-fluoro-1-[2-methyl-3-(pyridin-2-yl)propanoyl]-N-{phenyl[4-(propan-2-yl)phenyl]methyl}pyrrolidine-2-carboxamide FC1CC(N(C1)C(C(CC1=NC=CC=C1)C)=O)C(=O)NC(C1=CC=C(C=C1)C(C)C)C1=CC=CC=C1